(2R,3S)-9-fluoro-5-(8-fluoro-4-methyl-3-quinolyl)-2,3-dimethyl-2,3-dihydro-1,4-benzoxazepine FC1=CC=CC=2C(=N[C@H]([C@H](OC21)C)C)C=2C=NC1=C(C=CC=C1C2C)F